NC1=C(C=C(C=C1)C=1SC=CC1)NC(C1=CC=C(C=C1)S(=O)(=N)C1CC1)=O N-[2-amino-5-(2-thienyl)phenyl]-4-(cyclopropylsulfonimidoyl)benzamide